1-((5-Chloro-1-methyl-3-(4-methylisoxazol-3-yl)-1H-pyrazol-4-yl)methyl)-N-isopentylazepan-3-amine ClC1=C(C(=NN1C)C1=NOC=C1C)CN1CC(CCCC1)NCCC(C)C